NCC(CCCN)CCCCN 4-(aminomethyl)-1,8-octanediamine